C[C@]12CC(C[C@](CC1)(N2)C)N(C=2SC=1N=C(SC1N2)C2=NC=C(N=C2)C=2C(=NNC2C)C)C N-[(1R,3s,5S)-1,5-Dimethyl-8-azabicyclo[3.2.1]octan-3-yl]-5-[5-(3,5-dimethyl-1H-pyrazol-4-yl)pyrazin-2-yl]-N-methyl[1,3]thiazolo[5,4-d][1,3]thiazol-2-amin